C(C)(C)(C)C1=CC=C(C=C1)C1CC(NCC1)C 4-(4-(tert-butyl)phenyl)-2-methylpiperidine